2-(4-morpholinophenyl)acetate O1CCN(CC1)C1=CC=C(C=C1)CC(=O)[O-]